C(C1=CC=CC=C1)OCC=1C=CC=C2C(=CNC12)C=O 7-BENZYLOXYMETHYL-1H-INDOLE-3-CARBALDEHYDE